tert-butyl (3R)-3-(2-aminoethyl)azepane-1-carboxylate NCC[C@@H]1CN(CCCC1)C(=O)OC(C)(C)C